Cl.N1CCC(CC1)C1=CC=2C(=NC=CN2)N(C1=O)CC1=NC=CN=C1C(F)(F)F 7-(piperidin-4-yl)-5-((3-(trifluoromethyl)pyrazin-2-yl)methyl)pyrido[2,3-b]pyrazin-6(5H)-one hydrochloride